NC1=NN2C(N=CC=C2)=C1C(=O)N[C@@H](C)C=1N(C(C2=C(C=CC=C2C1)C#CC=1C=NN(C1)C)=O)C1CC2(C1)CCN(CC2)C (S)-2-amino-N-(1-(8-((1-methyl-1H-pyrazol-4-yl)ethynyl)-2-(7-methyl-7-azaspiro[3.5]nonan-2-yl)-1-oxo-1,2-dihydroisoquinolin-3-yl)ethyl)pyrazolo[1,5-a]pyrimidine-3-carboxamide